C(C)C=1C=C(C=CC1OCCN1C[C@H](NCC1)C)N1C2(CCC2)C(N(C1=S)C=1C=C(C(=NC1)C#N)C(F)(F)F)=O (R)-5-(5-(3-ethyl-4-(2-(3-methylpiperazin-1-yl)ethoxy)phenyl)-8-oxo-6-thioxo-5,7-diazaspiro[3.4]oct-7-yl)-3-(trifluoromethyl)pyridinecarbonitrile